C1=NC=CC2=CC=C(C=C12)C1=C(C(=O)N)C=C(C=C1)OCCOC (isoquinolin-7-yl)-5-(2-methoxyethoxy)benzamide